O[C@H]1[C@H](C2=CC=CC=C2C1)NC(=O)[C@H]1N(CSC1(C)C)C([C@H]([C@H](CC1=CC=CC=C1)NC(COC1=CC(=CC=C1)C)=O)O)=O (R)-N-[(1S,2R)-2-Hydroxyindan-1-yl]-3-[(2S,3S)-3-(3-methylphenoxyacetyl)amino-2-hydroxy-4-phenylbutanoyl]-5,5-dimethyl-1,3-thiazolidine-4-carboxamide